NC1=C2C(=NC=N1)N(N=C2C2=CC=C1C=C(NC1=C2)C(=O)NC=2SC=C(N2)C)C(C)(C)C 6-(4-amino-1-tert-butyl-pyrazolo[3,4-d]pyrimidin-3-yl)-N-(4-methylthiazol-2-yl)-1H-indole-2-carboxamide